O[C@@H]1[C@H]2[C@@H]([C@H]([C@@H](C1)O2)C(=O)OC)C2=CC(=CC=C2)C(F)(F)F |r| rac-methyl (1R,2R,3S,4R,5S)-5-hydroxy-3-(3-(trifluoromethyl) phenyl)-7-oxabicyclo[2.2.1]heptane-2-carboxylate